C1CCC2=C(C=3CCCC3C=C12)NC(=O)NS(=O)(=O)C1=CC(=CC=C1)OC N-((1,2,3,5,6,7-hexahydro-s-indacen-4-yl)carbamoyl)-3-methoxybenzenesulfonamide